COC1=C(C=CC=C1)NC=1N=CC2=C(N1)N(C(C=C2C#C[Si](C(C)C)(C(C)C)C(C)C)=O)C2=CC=C(C=C2)NS(=O)(=O)C N-(4-(2-((2-methoxyphenyl)amino)-7-oxo-5-((triisopropylsilyl)ethynyl)pyrido[2,3-d]pyrimidin-8(7H)-yl)phenyl)methanesulfonamide